C(C1=CC=CC=C1)OC(=O)[C@@]1(CN(C[C@@H]1CC=C)C([C@@H](NC(=O)OCC1=CC=CC=C1)C)=O)NC(=O)OC(C)(C)C (3R,4S)-4-allyl-1-(((benzyloxy)carbonyl)-L-alanyl)-3-((tert-butoxycarbonyl)amino)pyrrolidine-3-carboxylic acid benzyl ester